2-(benzo[d][1,3]dioxol-5-yl)-N-(4-(6-methoxy-7-(3-(4-methylpiperazin-1-yl)propoxy)quinazolin-4-yl)phenyl)acetamide O1COC2=C1C=CC(=C2)CC(=O)NC2=CC=C(C=C2)C2=NC=NC1=CC(=C(C=C21)OC)OCCCN2CCN(CC2)C